1-(4'-(trifluoromethyl)biphenyl-4-yl)ethanone FC(C1=CC=C(C=C1)C1=CC=C(C=C1)C(C)=O)(F)F